FC=1C=C(C2=C(C(=C(O2)[C@H](C(F)(F)F)NC(OC2=CC=CC=C2)=O)C)C1)F phenyl (R)-(1-(5,7-difluoro-3-methylbenzofuran-2-yl)-2,2,2-trifluoroethyl)carbamate